benzyl 7'-(3,4-dimethylbenzyl)-3'-(2-hydroxyphenyl)-6',7'-dihydrospiro[piperidine-3,5'-pyrrolo[2,3-c]pyridazine]-1-carboxylate CC=1C=C(CN2CC3(C4=C2N=NC(=C4)C4=C(C=CC=C4)O)CN(CCC3)C(=O)OCC3=CC=CC=C3)C=CC1C